C1(=CC=CC=C1)N1N=CC2=CC=C(C=C12)OCCC=1C(=NC=CC1)N 3-(2-((1-phenyl-1H-indazol-6-yl)oxy)ethyl)pyridin-2-amine